FC1(C[C@H](N(CC1)C=1C=C2C(=CC=NC2=CC1)C(=O)OC)C)F |r| rac-Methyl (R)-6-(4,4-difluoro-2-methylpiperidin-1-yl)quinoline-4-carboxylate